CC1=NC2=C(C=C(C=C2C(=C1C)C(C)=O)C(C)(C)C)F 2,3-dimethyl-6-tert-butyl-8-fluoro-4-acetylquinoline